(R)-2-((N-cyclopropylsulfamoyl)amino)-N-(1-(9-ethynyl-1-oxo-2-phenyl-2,4,5,6-tetrahydro-1H-benzo[de]isoquinolin-3-yl)ethyl)pyrazolo[1,5-a]pyrimidine-3-carboxamide C1(CC1)NS(=O)(=O)NC1=NN2C(N=CC=C2)=C1C(=O)N[C@H](C)C=1N(C(C=2C(=CC=C3C2C1CCC3)C#C)=O)C3=CC=CC=C3